OC1=C(C=CC(=C1)C(F)(F)F)C1=C(C=C(N=N1)N[C@H]1CN(CCC1)C[C@H]1N(CCC1)C(=O)OC(C)(C)C)C tert-butyl (S)-2-(((R)-3-((6-(2-hydroxy-4-(trifluoromethyl)phenyl)-5-methylpyridazin-3-yl)amino)piperidin-1-yl)methyl)pyrrolidine-1-carboxylate